((R)-1-((R)-4-((6-ethylpyridin-3-yl)amino)-4-oxo-2-(pyrazine-2-carboxamido)butanamido)-4-phenylbutyl)boronic acid C(C)C1=CC=C(C=N1)NC(C[C@H](C(=O)N[C@@H](CCCC1=CC=CC=C1)B(O)O)NC(=O)C1=NC=CN=C1)=O